The molecule is a penicillin in which the substituent at position 6 of the penam ring is a 2-amino-2-phenylacetamido group. It has a role as an antibacterial drug. It is a penicillin, a penicillin allergen and a beta-lactam antibiotic. It is a conjugate acid of an ampicillin(1-). CC1([C@@H](N2[C@H](S1)[C@@H](C2=O)NC(=O)[C@@H](C3=CC=CC=C3)N)C(=O)O)C